3-[2-fluoro-3-[[methyl(phenyl)sulfamoyl]amino]benzoyl]-5-(2-methoxypyrimidin-5-yl)-1H-pyrrolo[2,3-b]pyridine FC1=C(C(=O)C2=CNC3=NC=C(C=C32)C=3C=NC(=NC3)OC)C=CC=C1NS(N(C1=CC=CC=C1)C)(=O)=O